3-amino-4-((((2S,5S)-5-(4-chlorobenzyl)-4-(4-(1,5-dimethyl-1H-pyrazol-3-yl)cyclohexyl)morpholin-2-yl)methyl)amino)cyclobut-3-ene-1,2-dione hydrochloride Cl.NC=1C(C(C1NC[C@H]1CN([C@H](CO1)CC1=CC=C(C=C1)Cl)C1CCC(CC1)C1=NN(C(=C1)C)C)=O)=O